ClC=1N=C(C2=C(N1)C=C(S2)CN(C2=CC=C(C=C2)/C=C/C(=O)OCC)C)N2CCOCC2 (E)-ethyl 3-(4-(((2-chloro-4-morpholinothieno[3,2-d]pyrimidin-6-yl)methyl) (methyl)amino)phenyl)acrylate